O=C1CC(CN1)OC(=O)N1CCN(CC1)C1=NC=2N(C=C1)N=CC2C=2C(=NC=CC2)OC (5-oxopyrrolidin-3-yl)-4-[3-(2-methoxy-3-pyridyl)pyrazolo[1,5-a]pyrimidin-5-yl]piperazine-1-carboxylate